COC=1C2=C(N=C(N1)C1=CC(CC1)=O)N(CCC2)C 3-(4-methoxy-8-methyl-5,6,7,8-tetrahydropyrido[2,3-d]pyrimidin-2-yl)cyclopent-2-en-1-one